5-(2-Difluoromethoxyphenyl)-3-methylisoxazole-4-carboxylic acid ethyl ester C(C)OC(=O)C=1C(=NOC1C1=C(C=CC=C1)OC(F)F)C